C(=O)O.FC=1C=NC=CC1N1C[C@H](N([C@@H](C1)C)C(=O)N[C@H](C)C1=CC(=CC=C1)OC)C (2R,6R)-4-(3-Fluoropyridin-4-yl)-N-((R)-1-(3-methoxyphenyl)ethyl)-2,6-dimethylpiperazine-1-carboxamide formate